FC1=CC=C(C=C1)C=1C=C2C(=C(C(N(C2=NC1)CCN1CCOCC1)=O)C(=O)NC1(CCC(CC1)C)CO)O 6-(4-fluorophenyl)-4-hydroxy-N-((1r,4r)-1-(hydroxymethyl)-4-methylcyclohexyl)-1-(2-morpholinoethyl)-2-oxo-1,2-dihydro-1,8-naphthyridine-3-carboxamide